3,5-dihydroxy-2,6-diiodobenzoic acid OC=1C(=C(C(=O)O)C(=C(C1)O)I)I